(2R,3S)-3-((ethylsulfonyl)methyl)-2-methylazepine C(C)S(=O)(=O)CC1=C(NC=CC=C1)C